2-(((2,4-Dimethyl-1H-pyrrole-3-carbonyl)oxy)methyl)-2-(((4-(heptyloxy)benzoyl)oxy)methyl)propane-1,3-diyl bis(4-(heptyloxy)benzoate) C(CCCCCC)OC1=CC=C(C(=O)OCC(COC(C2=CC=C(C=C2)OCCCCCCC)=O)(COC(C2=CC=C(C=C2)OCCCCCCC)=O)COC(=O)C2=C(NC=C2C)C)C=C1